ethyl (2E,4R)-4-{[(tert-butoxy)carbonyl]amino}-5-[(triphenylmethyl)carbamoyl]pent-2-enoate C(C)(C)(C)OC(=O)N[C@@H](/C=C/C(=O)OCC)CC(NC(C1=CC=CC=C1)(C1=CC=CC=C1)C1=CC=CC=C1)=O